C[C@@H]1N(CCNC1)C(=O)OCC1=CC=CC=C1 (2S)-benzyl 2-methylpiperazine-1-carboxylate